FC(OCC12CC(CC(N1)C2)C)F 1-((difluoromethoxy)methyl)-3-methyl-6-azabicyclo[3.1.1]heptane